FC1C(C1)C(=O)N1[C@H]([C@]2(C[C@H]1C)NC(COC2)=O)CC=2C(=C(C=CC2)C2=CC(=CC(=C2)F)F)F (1S,3R,5S)-2-(2-fluorocyclopropanecarbonyl)-3-methyl-1-({2,3',5'-trifluoro-[1,1'-biphenyl]-3-yl}methyl)-9-oxa-2,6-diazaspiro[4.5]decan-7-one